potassium azide acetate C(C)(=O)O.[N-]=[N+]=[N-].[K+]